α-D-Glucopyranose O[C@@H]1[C@H](O)[C@@H](O)[C@H](O)[C@H](O1)CO